2-((5-fluoro-1-methyl-1H-benzo[d]imidazol-2-yl)amino)-N-(2-(2-hydroxyethoxy)ethyl)benzo[d]oxazole-5-carboxamide FC1=CC2=C(N(C(=N2)NC=2OC3=C(N2)C=C(C=C3)C(=O)NCCOCCO)C)C=C1